C1(CC1)CC1N(CCNC1)C1=NC=C2C(=N1)N(N=C2I)C 6-(2-(cyclopropylmethyl)piperazin-1-yl)-3-iodo-1-methyl-1H-pyrazolo[3,4-d]pyrimidine